(3S,8S,9S,10R,13R,14S,17R)-10,13-dimethyl-17-((R)-4-(oxazol-2-yl)butan-2-yl)-2,3,4,7,8,9,10,11,12,13,14,15,16,17-tetradecahydro-1H-cyclopenta[a]phenanthren-3-ol C[C@]12[C@H]3CC[C@@]4([C@H](CC[C@H]4[C@@H]3CC=C2C[C@H](CC1)O)[C@H](C)CCC=1OC=CN1)C